O1[C@H]2[C@H](NCC1)CCC2 (4AR,7aR)-octahydrocyclopenta[b][1,4]oxazine